NC=1C=NC=C(C1C1=CC(=C(C(=O)NC2=CC(=NC=C2)C(F)(F)F)C=C1F)Cl)C#C 4-(3-amino-5-ethynylpyridin-4-yl)-2-chloro-5-fluoro-N-(2-(trifluoromethyl)pyridin-4-yl)benzamide